BrCCCN(CC1=CC=CC=C1)CC1=CC=CC=C1 N-(3-bromopropyl)dibenzylamine